COC1=CC=C(C=C1)S(=O)(=O)NC1CCC2=CC(=CC=C12)/C=C/C(=O)OCC ethyl (E)-3-(1-((4-methoxyphenyl)sulfonamido)-2,3-dihydro-1H-inden-5-yl)acrylate